ClC=1C=C2CCC[C@]3(C2=CC1)CN(C1=C(OC3)C=CC(=C1)C(=O)O)C[C@H]1[C@@H](CC1)[C@H](CC=C)O (S)-6'-chloro-5-(((1R,2R)-2-((S)-1-hydroxybut-3-en-1-yl)cyclobutyl)methyl)-3',4,4',5-tetrahydro-2H,2'H-spiro[benzo[b][1,4]oxazepine-3,1'-naphthalene]-7-carboxylic acid